((5-bromo-2-methyl-1,2,3,4-tetrahydroisoquinolin-7-yl)amino)-5-((2-fluoro-6-methylphenyl)amino)-1,2,4-triazine-6-carboxamide BrC1=C2CCN(CC2=CC(=C1)NC=1N=NC(=C(N1)NC1=C(C=CC=C1C)F)C(=O)N)C